1,1,1,2,7,8,8,8-octafluoro-3,5-bis(trimethoxysilyl)-2,7-bis(heptafluoropropoxy)octane FC(C(C(CC(CC(C(F)(F)F)(OC(C(C(F)(F)F)(F)F)(F)F)F)[Si](OC)(OC)OC)[Si](OC)(OC)OC)(OC(C(C(F)(F)F)(F)F)(F)F)F)(F)F